BrC1=NC(=C2C(=N1)N(N=C2)[C@H]2[C@@H]([C@@H]([C@H](O2)COC(CO)(CCO)P(O)(O)=O)O)O)NC2CCCC2 (2-(((2R,3S,4R,5R)-5-(6-bromo-4-(cyclopentylamino)-1H-pyrazolo[3,4-d]pyrimidin-1-yl)-3,4-dihydroxytetrahydrofuran-2-yl)methoxy)-1,4-dihydroxybutan-2-yl)phosphonic acid